The molecule is a cyclodepsipeptide isolated from Jaspis splendens. A derivative of jaspamide, it has been shown to exhibit cytotoxic and microfilament disruption activity. It has a role as a metabolite, an actin polymerisation inhibitor and an antineoplastic agent. It is a cyclodepsipeptide, a macrocycle, an organobromine compound and a secondary alcohol. C[C@@H]\\1C[C@@H](OC(=O)C[C@@H](NC(=O)C(N(C(=O)[C@@H](NC(=O)[C@H](C/C(=C1)/C)C)C)C)C(C2=C(NC3=CC=CC=C32)Br)O)C4=CC=C(C=C4)O)C